N=1C=NN2C=NC(=CC21)OC2=C(C=C(C=C2)C2=NC1=CC=C(C(=C1C(=N2)N)N2CC1(C2)N(CCC(C1)F)C)OC)C (4-([1,2,4]triazolo[1,5-c]pyrimidin-7-yloxy)-3-methylphenyl)-5-(8-fluoro-5-methyl-2,5-diazaspiro[3.5]nonan-2-yl)-6-methoxyquinazolin-4-amine